1-[5-(4,4,5,5-tetramethyl-1,3,2-dioxaborolan-2-yl)indolin-1-yl]prop-2-en-1-one CC1(OB(OC1(C)C)C=1C=C2CCN(C2=CC1)C(C=C)=O)C